(S)-6-(4-fluoro-5,6-dimethoxy-1H-benzo[d]imidazol-2-yl)-2-methyl-7-((1-(pyrimidin-2-yl)ethyl)amino)-2H-pyrazolo[4,3-b]pyridin-5(4H)-one FC1=C(C(=CC=2NC(=NC21)C2=C(C=1C(NC2=O)=CN(N1)C)N[C@@H](C)C1=NC=CC=N1)OC)OC